C(#N)C1=NNC=C1C1=CN=C2N1C=CN=C2NC2=CC(=C(C(=O)NCCOCCNC(OC(C)(C)C)=O)C=C2)CC tert-butyl N-[2-[2-[[4-[[3-(3-cyano-1H-pyrazol-4-yl)imidazo[1,2-a]pyrazin-8-yl]amino]-2-ethyl-benzoyl]amino]ethoxy]ethyl]carbamate